N-(4-bicyclo[2.2.2]octanyl)-4-fluoro-1H-pyrrolo[2,3-b]pyridine-2-carboxamide C12CCC(CC1)(CC2)NC(=O)C2=CC=1C(=NC=CC1F)N2